ClC1=C(C=C(C(=O)NC=2C=NC=CC2)C=C1)S(NC1=CC=C(C=C1)C)(=O)=O 4-chloro-N-(pyridin-3-yl)-3-(N-(p-tolyl)sulfamoyl)benzamide